The molecule is an N,N-dihydroxy amino acid that is derived from L-isoleucine. It is a N,N-dihydroxy-alpha-amino acid and a L-isoleucine derivative. It is a conjugate acid of a N,N-dihydroxy-L-isoleucinate. CC[C@H](C)[C@@H](C(=O)O)N(O)O